10-(2-methylbenzyl)-2,3,6,7,8,9-hexahydroimidazo[1,2-a]pyrido[4,3-d]pyrimidin-5(10H)-one CC1=C(CN2C=3N(C(C4=C2CCNC4)=O)CCN3)C=CC=C1